N-allyl-2-amino-acetamide C(C=C)NC(CN)=O